(R)-8-(1-((2-(4-((tert-butyldimethylsilyl)oxy)piperidin-1-yl)-3-fluorophenyl)amino)ethyl)-3,6-dimethyl-2-(tetrahydro-2H-pyran-4-yl)quinazolin-4(3H)-one [Si](C)(C)(C(C)(C)C)OC1CCN(CC1)C1=C(C=CC=C1F)N[C@H](C)C=1C=C(C=C2C(N(C(=NC12)C1CCOCC1)C)=O)C